O1C(CCCC1)OCOC(=O)C1C2C=CC(C1)C2 5-tetrahydropyran-2-yloxymethyloxycarbonyl-bicyclo[2.2.1]hept-2-ene